BrC=1C=C(NC1)C(=O)O 4-bromo-1H-pyrrol-2-carboxylic acid